(3-fluoro-4-(4-methylpiperazin-1-yl(phenyl)amino(pyrimidin-4-yl)amino)phenyl)cyclopropanecarbonitrile FC=1C=C(C=CC1N(C1=NC=NC=C1)N(C1=CC=CC=C1)N1CCN(CC1)C)C1(CC1)C#N